6-chloro-N-[(3S,6R)-6-{5-[2-(trifluoro-methoxy)ethoxy]-1,3,4-oxadiazol-2-yl}piperidin-3-yl]indolizine-2-carboxamide ClC1=CN2C=C(C=C2C=C1)C(=O)N[C@@H]1CN[C@H](CC1)C=1OC(=NN1)OCCOC(F)(F)F